tert-butyl (R)-3-((S)-1-(tert-butoxy)-3-(3-formylphenyl)-1-oxopropane-2-yl-3,3-d2)pyrrolidine-1-carboxylate C(C)(C)(C)OC([C@@H](C([2H])([2H])C1=CC(=CC=C1)C=O)[C@@H]1CN(CC1)C(=O)OC(C)(C)C)=O